O1C(C=CC=2OC3=C(C21)C=CC=C3)=O pyrano[3,2-b]benzofuran-2-one